(S)-8-(4-tert-butyl-1-phenyl-4,5-dihydro-1H-imidazol-2-yl)quinoline C(C)(C)(C)[C@@H]1N=C(N(C1)C1=CC=CC=C1)C=1C=CC=C2C=CC=NC12